CC1=CC=C(C=C1)S(=O)(=O)OC1=CC(=C(C(=C1C(=O)N1CC2=CC=C(C=C2C1)CN1CCN(CC1)C)OC)C)OS(=O)(=O)C1=CC=C(C=C1)C 5-Methoxy-4-methyl-6-(5-((4-methylpiperazin-1-yl)methyl)isoindoline-2-carbonyl)-1,3-phenylene bis(4-methylbenzenesulfonate)